N-(2-methyl-5-(4-(4-((5-methylpyrazin-2-yl)oxy)phenyl)piperidine-1-carbonyl)phenyl)-1-phenylmethanesulfonamide CC1=C(C=C(C=C1)C(=O)N1CCC(CC1)C1=CC=C(C=C1)OC1=NC=C(N=C1)C)NS(=O)(=O)CC1=CC=CC=C1